BrC=1C=C(C=CC1)SN S-3-bromophenyl-sulfenamide